NCCNC1=CC(=C(C(=C1)F)N1C(N(C=2N=CC(=C(C2C=2C=CC(=CC12)Cl)C)Cl)CC)=O)F 10-{4-[(2-aminoethyl)amino]-2,6-difluorophenyl}-4,13-dichloro-8-ethyl-3-methyl-6,8,10-triazatricyclo[9.4.0.02,7]pentadeca-1(11),2(7),3,5,12,14-hexaen-9-one